fluoroboranopyrrole FC=1C2=C(NC1)B2